6-fluoro-N-methyl-5-(1-((3-methyl-2-oxo-1,5,7,8-tetrahydro-2H-pyrano[4,3-b]pyridin-7-yl)methyl)piperidin-4-yl)picolinamide FC1=C(C=CC(=N1)C(=O)NC)C1CCN(CC1)CC1CC=2NC(C(=CC2CO1)C)=O